FC1CCN(CC1)CCOCCNC(C1=C(C=C(C=C1)NC=1C=2N(C=CN1)C(=CN2)C2=CC=C(C=C2)OC)C)=O N-[2-[2-(4-fluoro-1-piperidyl)ethoxy]ethyl]-4-[[3-(4-methoxyphenyl)imidazo[1,2-a]pyrazin-8-yl]amino]-2-methyl-benzamide